4-amino-6-(4-{2,5-dioxo-3-[3-(trifluoromethyl)phenyl]-1-imidazolidinyl}-3-methylphenoxy)-5-pyrimidinecarbonitrile NC1=NC=NC(=C1C#N)OC1=CC(=C(C=C1)N1C(N(CC1=O)C1=CC(=CC=C1)C(F)(F)F)=O)C